FC=1C=C(C=CC1)C(C(C=C)(C)C)=O 1-(3-fluorophenyl)-2,2-dimethylbut-3-en-1-one